[Cl-].[Cl-].[Cl-].CC(C)C[O-].[Zr+4] zirconium isobutoxide trichloride